(R)-5-biphenyl-4-yl-4-tert-butoxycarbonylamino-2-methylpent-2-enoic acid C1(=CC=C(C=C1)C[C@H](C=C(C(=O)O)C)NC(=O)OC(C)(C)C)C1=CC=CC=C1